N-[4-[(6,7-dimethoxy-1,5-naphthyridin-4-yl)oxy]-3-fluorophenyl]-1-methyl-4-oxo-5-phenylpyridine-3-carboxamide COC=1N=C2C(=CC=NC2=CC1OC)OC1=C(C=C(C=C1)NC(=O)C1=CN(C=C(C1=O)C1=CC=CC=C1)C)F